1-((3-((1R,5S,6R)-3-(benzo[d]oxazol-6-yl)-3-azabicyclo[3.1.0]hex-6-yl)-1,2,4-oxadiazol-5-yl)methyl)-7-methyl-1,7-dihydro-6H-purin-6-one O1C=NC2=C1C=C(C=C2)N2C[C@H]1C([C@H]1C2)C2=NOC(=N2)CN2C=NC=1N=CN(C1C2=O)C